O1CCN(CC1)C1=NC=CC(=C1)S(=O)(=O)N 2-morpholinopyridine-4-sulfonamide